4-nitro-1-phenoxy-2-(trifluoromethyl)benzene [N+](=O)([O-])C1=CC(=C(C=C1)OC1=CC=CC=C1)C(F)(F)F